C12(CC3CC(CC(C1)C3)C2)P(C(C)(C)C)C23CC1CC(CC(C2)C1)C3 Di(1-adamantyl)-tert-butylphosphin